methyl-8-(2-{9-[2-(dimethylamino)ethyl]pentadecyl} cyclopropyl)octanoate COC(CCCCCCCC1C(C1)CCCCCCCCC(CCCCCC)CCN(C)C)=O